1-methoxymethyl-2-(4-formyl-1H-imidazol-1-yl)benzimidazole COCN1C(=NC2=C1C=CC=C2)N2C=NC(=C2)C=O